ethyl 3-(4-((4-carbamoylphenyl)((8-methyl-4-oxochroman-7-yl)oxy)methyl)pyridin-2-yl)propanoate C(N)(=O)C1=CC=C(C=C1)C(C1=CC(=NC=C1)CCC(=O)OCC)OC1=CC=C2C(CCOC2=C1C)=O